{[({(2S)-1,4-bis[2-(4-chloro-3-fluorophenoxy)acetamido]bicyclo[2.2.2]octan-2-yl}oxy)carbonyl]oxy}methyl (4-{[bis(benzyloxy)phosphoryl]oxy}phenyl)acetate C(C1=CC=CC=C1)OP(=O)(OCC1=CC=CC=C1)OC1=CC=C(C=C1)CC(=O)OCOC(=O)O[C@@H]1C2(CCC(C1)(CC2)NC(COC2=CC(=C(C=C2)Cl)F)=O)NC(COC2=CC(=C(C=C2)Cl)F)=O